4-(Benzo[d][1,3]dioxol-5-yl)-5-(2-methylpyridin-4-yl)-1H-imidazol-2-amine O1COC2=C1C=CC(=C2)C=2N=C(NC2C2=CC(=NC=C2)C)N